5,13,20-trioxo-4,6,12,19-tetraazadocosane O=C(NCCC)NCCCCCNC(CCCCCNC(CC)=O)=O